(S)-4'-((tert-butoxycarbonyl)amino)-4'H,6'H-spiro[piperidine-4,5'-pyrrolo[1,2-b]pyrazole]-1-carboxylic acid tert-butyl ester C(C)(C)(C)OC(=O)N1CCC2([C@@H](C=3N(N=CC3)C2)NC(=O)OC(C)(C)C)CC1